C(C)(C)(C)C1=CC=C(C=C1)C1(CC2CC(CC2C1)N)N 2-(4-(tert-butyl)phenyl)octahydro-pentalene-2,5-diamine